OCCN1[C@H]2[C@@H](CC[C@@H]1CC2)NC2=CC=C(N=N2)C2=C(C=C(C=C2C)C(F)(F)F)O 2-(6-(((1R,2R,5R)-8-(2-Hydroxyethyl)-8-azabicyclo[3.2.1]octan-2-yl)amino)pyridazin-3-yl)-3-methyl-5-(trifluoromethyl)phenol